OC1=NC=CC(=C1B(O)O)C 2-HYDROXY-4-METHYLPYRIDINE-3-BORONIC ACID